6-methoxy-4-((5-methyl-1H-pyrazol-3-yl)amino)-7-(3-(pyrrolidin-1-yl)propoxy)quinazolin-2-carbonitrile COC=1C=C2C(=NC(=NC2=CC1OCCCN1CCCC1)C#N)NC1=NNC(=C1)C